2-(4-morpholinyl)-5-(trifluoromethyl)aniline N1(CCOCC1)C1=C(N)C=C(C=C1)C(F)(F)F